2-(4-(5-amino-1-(1-(but-2-ynyl)piperidin-3-yl)imidazo[1,5-c]pyrimidin-3-yl)-2-chlorophenoxy)isonicotinic acid NC1=NC=CC=2N1C(=NC2C2CN(CCC2)CC#CC)C2=CC(=C(OC=1C=C(C(=O)O)C=CN1)C=C2)Cl